ClC1=CC(=C(C=C1)C(C(=O)C1=CNC2=CC=C(C=C12)OC(F)(F)F)NC1=CC(=CC(=C1)S(=O)(=O)C)OC)OC 2-(4-chloro-2-methoxyphenyl)-2-[[3-methoxy-5-(methylsulfonyl)phenyl]amino]-1-[5-(trifluoromethoxy)-1H-indol-3-yl]ethanone